tert-butyl (2-((5-(tert-butyl)-6-(2-hydroxy-4-(trifluoromethyl)phenyl)pyridazin-3-yl)amino)-2-oxoethyl)(methyl)carbamate C(C)(C)(C)C=1C=C(N=NC1C1=C(C=C(C=C1)C(F)(F)F)O)NC(CN(C(OC(C)(C)C)=O)C)=O